(1-(hydroxymethyl(cyclobutyl)methoxy)pyrido[4,3-d]pyrimidin-4-yl)-3,8-Diazabicyclo[3.2.1]octane-8-carboxylic acid tert-butyl ester C(C)(C)(C)OC(=O)N1C2(CNCC1CC2)C=2C1=C(N(CN2)OC(C2CCC2)CO)C=CN=C1